FC1=C(C(=O)N(C2=NC=CC3=CC=CC(=C23)C)[C@H]2CN(CCC2)C(=O)OC(C)(C)C)C=CC(=C1)NC=1C(N(C=CC1)C)=O tert-butyl (R)-3-(2-fluoro-4-((1-methyl-2-oxo-1,2-dihydropyridin-3-yl)amino)-N-(8-methylisoquinolin-1-yl)benzamido)piperidine-1-carboxylate